Cl.F\C(=C/CN)\CN1C=NC2=C1C=C(C=C2C2=CC=C(C=C2)S(=O)(=O)C)C(F)(F)F (Z)-3-fluoro-4-(4-(4-(methylsulfonyl)phenyl)-6-(trifluoromethyl)-1H-benzo[d]imidazol-1-yl)but-2-en-1-amine hydrochloride